C(CC(O)(C(=O)[O-])CC(=O)[O-])(=O)[O-].[Ag+].[Ag+].[Ag+] Trisilver Citrate